O1C=C(C=C1)C(=O)NC1=CC=C(C=C1)C1=NC2=C(N1)C=CC(=C2)C(=O)N 2-{4-[(furan-3-carbonyl)-amino]-phenyl}-1H-benzimidazole-5-carboxylic acid amide